1-((2-(2,6-dioxopiperidin-3-yl)-1,3-dioxoisoindolin-5-yl)methyl)piperidine-4-carbaldehyde O=C1NC(CCC1N1C(C2=CC=C(C=C2C1=O)CN1CCC(CC1)C=O)=O)=O